N-(3-bromo-2-chlorophenyl)-5-(dimethoxymethyl)benzo[d]isothiazol-3-amine BrC=1C(=C(C=CC1)NC1=NSC2=C1C=C(C=C2)C(OC)OC)Cl